ClC(C1=NC(=NO1)C1=CC=C(CN(C=2C(C(C2NCC)=O)=O)C)C=C1)(F)F 3-((4-(5-(chlorodifluoromethyl)-1,2,4-oxadiazol-3-yl)benzyl)(methyl)amino)-4-(ethylamino)cyclobut-3-ene-1,2-dione